3-methyl-3-hydroxy-4,4-dimethoxy-1-butene CC(C=C)(C(OC)OC)O